NC=1C(=NC(=CC1)N1CCC2(COC2)CC1)OCCCNC=1C2=C(N=C(N1)Cl)N(C=C2Cl)COCC[Si](C)(C)C N-(3-((3-amino-6-(2-oxa-7-azaspiro[3.5]non-7-yl)pyridin-2-yl)oxy)propyl)-2,5-Dichloro-7-((2-(trimethylsilyl)ethoxy)methyl)-7H-pyrrolo[2,3-d]pyrimidin-4-amine